P(=O)(O)(O)OCCCCCCCCCCCCCCCCCCCCCCCCCCCC octacosanol phosphate